CN1C=2C=NC=NC2NC(C1)=O 5-methyl-5,8-dihydropteridin-7(6H)-one